O[C@@H]([C@H](CO)NC(CCCCC)=O)[C@@H](CCCCCCCCCCCCCC)O N-[(1S,2S,3R)-2,3-dihydroxy-1-(hydroxy-methyl)heptadecyl]-hexanamide